ClC1=C(CN2CCC(CC2)N2C(NC3=C2C=C(C=C3)C(=O)O)=O)C=CC(=C1)Cl 3-(1-(2,4-dichlorobenzyl)piperidin-4-yl)-2-oxo-2,3-dihydro-1H-benzo[d]imidazole-5-carboxylic acid